O=C1N(C(C2=CC=CC=C12)=O)CN1CCC(C(=C1)OCC(C)(C)F)=O 1-((1,3-dioxoisoindolin-2-yl)methyl)-5-(2-fluoro-2-Methylpropoxy)-4-oxo-3,4-dihydropyridin